C(=O)(OC(C)(C)C)NC1=C(C(=C(C2=NC3=CC=CC=C3N=C12)N)N)N N-Bocphenazinetetramine